C[Si]1(OC(C=C1C)=O)C 2,2,3-trimethyl-1-oxa-2-silacyclopenten-5-one